2,6-Difluoro-3-(1-methyl-6-(4-(methylamino)piperidin-1-yl)-1H-pyrazolo[3,4-d]pyrimidin-3-yl)-5-(trifluoromethyl)phenol FC1=C(C(=C(C=C1C1=NN(C2=NC(=NC=C21)N2CCC(CC2)NC)C)C(F)(F)F)F)O